4-amino-2-(N-(2-amino-1-methyl-2-oxo-ethyl)-3,4-difluoro-anilino)thiazole-5-carbamate NC=1N=C(SC1NC(=O)[O-])N(C1=CC(=C(C=C1)F)F)C(C(=O)N)C